4-[3-(4-cyclopropanecarbonyl-piperazine-1-carbonyl)-4-fluorophenylmethyl]-2H-phthalazin-1-one C1(CC1)C(=O)N1CCN(CC1)C(=O)C=1C=C(C=CC1F)CC1=NNC(C2=CC=CC=C12)=O